(R)-3-(1,4-dimethyl-1H-benzo[d][1,2,3]triazol-5-yl)-3-(3-(((R)-2-ethyl-7-hydroxy-2,3-dihydropyrido[2,3-f][1,4]oxazepin-4(5H)-yl)methyl)-4-methylphenyl)propionic acid hydrate O.CN1N=NC2=C1C=CC(=C2C)[C@H](CC(=O)O)C2=CC(=C(C=C2)C)CN2C[C@H](OC1=C(C2)N=C(C=C1)O)CC